FC=1C=C2C(=CC=NC2=CC1)NC=1C=C(C(=O)N(C2=CC(=CC=C2)NC2=CC=NC=C2)C)C=CC1 3-((6-fluoroquinolin-4-yl)amino)-N-methyl-N-(3-(pyridin-4-ylamino)phenyl)benzamide